BrC=1C(=C2C(=CNC2=CC1F)C(=O)NOC)F 5-bromo-4,6-difluoro-N-methoxy-1H-indole-3-carboxamide